2,4-dimethyl-phenyl-1,3,5-triazine CC1=C(C=CC(=C1)C)C1=NC=NC=N1